N-(1-((2R,4R,5R)-3,3-difluoro-4-hydroxy-5-(hydroxymethyl)tetrahydrofuran-2-yl)-2-oxo-1,2-dihydropyrimidin-4-yl)-5-methoxypicolinamide FC1([C@@H](O[C@@H]([C@H]1O)CO)N1C(N=C(C=C1)NC(C1=NC=C(C=C1)OC)=O)=O)F